C(C)(C)C1=C(NC2=CC=C(C=C12)OCC1CCN(CC1)C(C)C)C=1C(=C(C(N(C1)C)=O)C)C 5-(3-Isopropyl-5-((1-isopropylpiperidin-4-yl)methoxy)-1H-indol-2-yl)-1,3,4-trimethylpyridin-2(1H)-on